N-(4-(3-(diethylamino)propoxy)-3,5-difluorophenyl)-4-(3-phenylisoxazolidin-2-yl)-5-(trifluoromethyl)pyrimidin-2-amine C(C)N(CCCOC1=C(C=C(C=C1F)NC1=NC=C(C(=N1)N1OCCC1C1=CC=CC=C1)C(F)(F)F)F)CC